Cl.N1CCC(CC1)C1=CC=C(C=C1)NS(=O)(=O)C N-(4-(piperidin-4-yl)phenyl)methanesulfonamide hydrochloride